(1-hydrazinopropyl)-2-(trifluoromethyl)pyridine N(N)C(CC)C=1C(=NC=CC1)C(F)(F)F